ClC1=CC=C(C(=N1)C(=O)O)N[C@H](C)C1=C2N=C(C(=NC2=CC(=C1)C)C#N)N1C=NC=C1 (R)-6-chloro-3-((1-(2-cyano-3-(1H-imidazol-1-yl)-7-methylquinoxalin-5-yl)ethyl)amino)picolinic acid